2-(2,6-Dimethyl-4-((5-oxo-4-(p-tolyl)-4,5-dihydro-1H-1,2,4-triazol-1-yl)Methyl)phenoxy)-2-methylpropanoic acid ethyl ester C(C)OC(C(C)(C)OC1=C(C=C(C=C1C)CN1N=CN(C1=O)C1=CC=C(C=C1)C)C)=O